ethyl 5-(4-hydroxybutanoyl)-4,5,6,7-tetrahydrothieno[3,2-c]pyridine-2-carboxylate OCCCC(=O)N1CC2=C(CC1)SC(=C2)C(=O)OCC